C(C)(C)(C)N1N=NN=C1C1C2=C(N=C(O1)NC1=CC=C(C=C1)OC)C=CC=C2 4-(1-(tert-butyl)-1H-tetrazol-5-yl)-N-(4-methoxyphenyl)-4H-benzo[d][1,3]oxazin-2-amine